CC1=CC=C(C=C1)S(=O)(=O)NC1CN(C1)C=1C(=C(C(=O)O)C=CC1)N1C=CC=C1 3-(3-((4-methylphenyl)sulfonamido)azetidin-1-yl)-2-(1H-pyrrol-1-yl)benzoic acid